N[C@@H](C)C=1N(C(C2=C(C=CC(=C2C1)F)Cl)=O)C1=NNC(=C1)C (S)-3-(1-aminoethyl)-8-chloro-5-fluoro-2-(5-methyl-1H-pyrazol-3-yl)isoquinolin-1(2H)-one